FC=1C=C(OCCN(C)C)C=CC1[N+](=O)[O-] 2-(3-fluoro-4-nitrophenoxy)-N,N-dimethylethylamine